3-bromo-5-cyclopropylpyridin-2-amine BrC=1C(=NC=C(C1)C1CC1)N